C(C)C1=NC2=CC=C(C=C2C=C1)C1=CN=C(N1)[C@H](CCCCCC(CC)=O)NC(=O)[C@H]1CC12CCN(CC2)C (S)-N-((S)-1-(5-(2-Ethylchinolin-6-yl)-1H-imidazol-2-yl)-7-oxononyl)-6-methyl-6-azaspiro[2.5]octan-1-carboxamid